8-bromo-2-methyl-6-(3-methyltetrahydrofuran-3-yl)pyrido[4,3-d]pyrimidin-4,7(3H,6H)-dione BrC=1C(N(C=C2C1N=C(NC2=O)C)C2(COCC2)C)=O